ClC1=CC=C(C=C1)[C@@]1(N(C(C2=CC(=CC(=C12)F)[C@](CC)(C1CCN(CC1)C)O)=O)CC1=NC=C(C=N1)Cl)OC (3R)-3-(4-Chlorophenyl)-2-[(5-chloropyrimidin-2-yl)methyl]-4-fluoro-6-[(1S)-1-hydroxy-1-(1-methylpiperidin-4-yl)propyl]-3-methoxy-2,3-dihydro-1H-isoindol-1-on